6-chlorobenzo[d]isoxazol-3-amine ClC1=CC2=C(C(=NO2)N)C=C1